3-tert-Butyl-[1,2,4]oxadiazole-5-carboxylic acid {2-[2-(1-isopropyl-1H-pyrazol-4-yl)-3H-imidazo[4,5-b]pyridin-7-yl]-6,7,8,9-tetrahydro-5H-benzocyclohepten-5-yl}-amide C(C)(C)N1N=CC(=C1)C1=NC=2C(=NC=CC2C=2C=CC3=C(CCCCC3NC(=O)C3=NC(=NO3)C(C)(C)C)C2)N1